{1-{1-[2-chloro-5-(trifluoromethyl)benzyl]piperidin-4-yl}-3-[4-(7H-pyrrolo[2,3-d]pyrimidin-4-yl)-1H-pyrazol-1-yl]azetidin-3-yl}acetonitrile ClC1=C(CN2CCC(CC2)N2CC(C2)(N2N=CC(=C2)C=2C3=C(N=CN2)NC=C3)CC#N)C=C(C=C1)C(F)(F)F